tert-butyl 4-[5-(6-{3-cyanopyrrolo[1,2-b]pyridazin-7-yl}-4-fluoropyridin-3-yl)-1,3,4-thiadiazol-2-yl]piperazine-1-carboxylate C(#N)C1=CC=2N(N=C1)C(=CC2)C2=CC(=C(C=N2)C2=NN=C(S2)N2CCN(CC2)C(=O)OC(C)(C)C)F